2-((6-cyclopropyl-8-fluoroimidazo[1,2-a]pyridin-2-yl)methyl)-N-(2-fluoro-3-methoxy-6-(1H-tetrazol-1-yl)benzyl)-2H-tetrazole-5-carboxamide C1(CC1)C=1C=C(C=2N(C1)C=C(N2)CN2N=C(N=N2)C(=O)NCC2=C(C(=CC=C2N2N=NN=C2)OC)F)F